4-((1R,5S)-3,8-diazabicyclo[3.2.1]octan-3-yl)-7-(2,3-dihydro-1H-inden-4-yl)-2-((tetrahydro-1H-pyrrolizin-7a(5H)-yl)methoxy)-5,6,7,8-tetrahydropyrido[3,4-d]pyrimidine [C@H]12CN(C[C@H](CC1)N2)C=2C1=C(N=C(N2)OCC23CCCN3CCC2)CN(CC1)C1=C2CCCC2=CC=C1